C1(CC1)NC(C([C@H](CCC(C)(F)F)NC(=O)[C@H]1N(CC(C1)(C)C)C([C@H](C(C)(C)C)NC(OC)=O)=O)=O)=O Methyl ((S)-1-((S)-2-(((S)-1-(cyclopropylamino)-6,6-difluoro-1,2-dioxoheptan-3-yl)carbamoyl)-4,4-dimethylpyrrolidin-1-yl)-3,3-dimethyl-1-oxobutan-2-yl)carbamate